C1(C#CCCCCC1)OC1=CC=C(C(=O)ON2C(C(CC2=O)S(=O)(=O)O)=O)C=C1 1-((4-(Cyclooct-2-yn-1-yloxy)benzoyl)oxy)-2,5-dioxopyrrolidine-3-sulfonic acid